C(C1=CC=CC=C1)OC=1C=CC(=NC1Cl)C=O 5-(benzyloxy)-6-chloropyridinecarboxaldehyde